O=C1NC(CCC1C=1C(=C2C(NC(C2=CC1)=O)=O)N1CCNCC1)=O (2,6-Dioxopiperidin-3-yl)-4-(piperazin-1-yl)isoindole-1,3-dione